1-((4-phenoxybenzoyl)glycyl)-4-(o-tolyloxy)pyrrolidine-2-carboxamide hydrochloride Cl.O(C1=CC=CC=C1)C1=CC=C(C(=O)NCC(=O)N2C(CC(C2)OC2=C(C=CC=C2)C)C(=O)N)C=C1